BrC=1C=C2C(=NN(C(C2=CC1)=O)CC(=O)NC1=NC=C(C=N1)F)SC 2-(6-bromo-4-methylsulfanyl-1-oxophthalazin-2-yl)-N-(5-fluoropyrimidin-2-yl)acetamide